(2S,3R,5R,10R,13R,14S,17S)-2,3,14-Trihydroxy-17-[2-(2-hydroxyethyl-sulfanyl)acetyl]-10,13-dimethyl-2,3,4,5,9,11,12,15,16,17-decahydro-1H-cyclopenta[a]phenanthren-6-on O[C@H]1C[C@@]2(C3CC[C@@]4([C@H](CC[C@]4(C3=CC([C@@H]2C[C@H]1O)=O)O)C(CSCCO)=O)C)C